C1N(CCC2=CC=CC=C12)C[C@H](CN1C(C2=CC=C(C=C2CC1)OC1CCN(CC1)C)=O)O 2-[(2R)-3-(3,4-Dihydro-1H-isochinolin-2-yl)-2-hydroxy-propyl]-6-[(1-methyl-4-piperidyl)oxy]-3,4-dihydroisochinolin-1-on